C1(=CC=CC=C1)[B-](C1=CC=CC=C1)(C1=CC=CC=C1)C1=CC=CC=C1.C1(=CC=CC2=CC=CC=C12)C(=O)C[N+]12CCN(CC1)CC2 1-Naphthoylmethyl-(1-azonia-4-azabicyclo[2.2.2]octane) tetraphenylborate